FC1=C(C(=CC(=C1)C#CC1=CC=CC=C1)F)N1C(N([C@@](CC1=O)(C1=CN(C2=NC=CC=C21)C)C)C)=O (6S)-3-[2,6-Difluoro-4-(2-phenylethynyl)phenyl]-1,6-dimethyl-6-(1-methylpyrrolo[2,3-b]pyridin-3-yl)hexahydropyrimidine-2,4-dione